2-amino-1-cyclopropyl-2-tetrahydrofuran-3-yl-ethanone NC(C(=O)C1CC1)C1COCC1